Cl.FCC1(CC1)N 1-(monofluoromethyl)cyclopropylamine hydrochloride